ClC1=C(CNC2=NS(C3=C(N2)C(=CC=C3)CC3=C(C=CC=C3)Cl)(=O)=O)C=CC(=C1)C 3-((2-chloro-4-methylbenzyl)amino)-5-(2-chlorobenzyl)-4H-benzo[e][1,2,4]thiadiazine 1,1-dioxide